6-(4-isopropylphenyl)-8-nitro-2-oxo-2H-chromen-3-carbonitrile C(C)(C)C1=CC=C(C=C1)C=1C=C2C=C(C(OC2=C(C1)[N+](=O)[O-])=O)C#N